N1C=CC=2C1=NC=CC2[C@@H](C)OC=2C=C1C(=NNC1=CC2)C=2C=CC(=NC2)N2CC1(C2)CCN(CC1)C(C(C)C)=O (R)-1-(2-(5-(5-(1-(1H-pyrrolo[2,3-b]pyridin-4-yl)ethoxy)-1H-indazol-3-yl)pyridin-2-yl)-2,7-diazaspiro[3.5]nonan-7-yl)-2-methylpropan-1-one